2-(4-Cyclopropylphenyl)-5-methoxy-N-(3-(5-(morpholinomethyl)-1H-benzo[d]imidazol-2-yl)-1-((2-(trimethylsilyl)ethoxy)methyl)-1H-pyrazol-4-yl)pyrimidin-4-amine C1(CC1)C1=CC=C(C=C1)C1=NC=C(C(=N1)NC=1C(=NN(C1)COCC[Si](C)(C)C)C1=NC2=C(N1)C=CC(=C2)CN2CCOCC2)OC